C1(CC1)N1CC2CCC(C1)N2 3-cyclopropyl-3,8-diazabicyclo[3.2.1]octane